ClC=1C(=CC(=NC1)F)C1=CC=C2CN(C(C2=C1)=O)[C@@H](C(=O)O)C (2R)-2-[6-(5-chloro-2-fluoropyridin-4-yl)-1-oxo-2,3-dihydro-1H-isoindol-2-yl]propanoic acid